ClC=1SC(=CN1)F 2-chloro-5-fluoro-1,3-thiazol